2-(N-(6-((4-(((tert-butoxycarbonyl)amino)methyl)-1H-pyrazol-1-yl)methyl)-4-methoxybenzo[d]isoxazol-3-yl)sulfamoyl)benzoic acid C(C)(C)(C)OC(=O)NCC=1C=NN(C1)CC1=CC2=C(C(=NO2)NS(=O)(=O)C2=C(C(=O)O)C=CC=C2)C(=C1)OC